CNC1(CCC2(CN(C(N2)=O)C=2C=NC(=C(C2)C(F)(F)F)N2CCOCC2)CC1)C1=CC=CC=C1 cis-8-methylamino-3-[6-morpholin-4-yl-5-(trifluoromethyl)-pyridin-3-yl]-8-phenyl-1,3-diazaspiro[4.5]decan-2-one